FC(CCS(=O)(=O)C)(F)F 3,3,3-trifluoropropylmethyl sulfone